ClC=1C(=C(CN2[C@@H](C[C@@](CC2)(C(=O)O)CC2=NC(=C(C(=C2F)C(=O)N2CCN(CC2)C)F)NC2=NNC(=C2)C)C)C=CC1)F (2R,4R)-1-(3-chloro-2-fluorobenzyl)-4-((3,5-difluoro-6-((5-methyl-1H-pyrazol-3-yl)amino)-4-(4-methylpiperazine-1-carbonyl)pyridin-2-yl)methyl)-2-methylpiperidine-4-carboxylic acid